COC([C@H](NC([C@@H](N(C(C1=CC=CC=C1)=O)N)CC(C)C)=O)CC1=CC=CC=C1)=O aminobenzoyl-L-leucyl-D-phenylalanine methyl ester